CN1C(N(CC1)[C@H]1CN(CCC1)C(=O)OC(C)(C)C)=O Tert-butyl (3R)-3-(3-methyl-2-oxoimidazolidin-1-yl)piperidine-1-carboxylate